C(CC)[Si](C=1C=C(C=CC1)P(N(P(C1=CC=C(C=C1)[Si](CCC)(CCC)CCC)C1=CC=C(C=C1)[Si](CCC)(CCC)CCC)C1CC2=CC=CC=C2CC1)C1=CC(=CC=C1)[Si](CCC)(CCC)CCC)(CCC)CCC N-(bis(3-(tripropylsilyl)phenyl)phosphaneyl)-N-(1,2,3,4-tetrahydronaphthalen-2-yl)-1,1-bis(4-(tripropylsilyl)phenyl)phosphanamine